(S)-N-[(3-{4-[6-(thioureidoiminomethyl)pyridin-3-yl]-3-fluorophenyl}-2-oxo-1,3-oxazolidin-5-yl)methyl]acetamide N(C(=S)N)N=CC1=CC=C(C=N1)C1=C(C=C(C=C1)N1C(O[C@H](C1)CNC(C)=O)=O)F